FC1=C(OC2=CC(=C(C=C2)C(=O)C2=CNC3=NC=C(C(=C32)N[C@H]3CO[C@@H](CC3)CO)OC)F)C(=CC=C1)F (4-(2,6-difluorophenoxy)-2-fluorophenyl)(4-(((3R,6S)-6-(hydroxymethyl)tetrahydro-2H-pyran-3-yl)amino)-5-methoxy-1H-pyrrolo[2,3-b]pyridin-3-yl)methanone